3-methyl-2-(3-prop-2-ynoxyisoxazol-5-yl)butanoic acid CC(C(C(=O)O)C1=CC(=NO1)OCC#C)C